(R)-3-((8-methyl-4-(((R)-1-(3-nitro-5-(trifluoromethyl)phenyl)ethyl)amino)-7-oxo-7,8-dihydropyrido[2,3-d]pyrimidin-6-yl)oxy)pyrrolidine-1-carboxylate CN1C(C(=CC2=C1N=CN=C2N[C@H](C)C2=CC(=CC(=C2)C(F)(F)F)[N+](=O)[O-])O[C@H]2CN(CC2)C(=O)[O-])=O